C(\C=C\C)#N (E)-but-2-enenitrile